N[C@@H]1CC[C@H](CC1)C(=O)NC=1SC2=C(N1)C=CC(=C2)NS(=O)(=O)C=2SC=CC2 trans-4-amino-N-(6-(thiophene-2-sulfonylamino)benzo[d]thiazol-2-yl)cyclohexane-1-carboxamide